FC1(CN(CCC1)CCOC1=CC=C(CCNC(OC(C)(C)C)=O)C=C1)F tert-Butyl 4-(2-(3,3-difluoropiperidin-1-yl)ethoxy)phenethylcarbamate